COC(=O)C=1C=CC2=C(OCCN2)C1Cl 8-chloro-3,4-dihydro-2H-benzo[b][1,4]oxazine-7-carboxylic acid methyl ester